NC1=CC=C(OC2=C(N)C=C(C=C2)C(F)(F)F)C=C1 2-(4-aminophenoxy)-5-(trifluoromethyl)aniline